ClC1=NC(=NC(=C1C(=O)NC12CCC(CC1)(CC2)F)N[C@H](C)C2=C(C(=CC=C2)C(F)F)F)C (R)-4-chloro-6-((1-(3-(difluoromethyl)-2-fluorophenyl)ethyl)amino)-N-(4-fluorobicyclo[2.2.2]octan-1-yl)-2-methylpyrimidine-5-carboxamide